N[C@@H](C(=O)OC)CCCCNC(=O)OC(C)(C)C methyl (2R)-2-amino-6-[[(tert-butoxy)carbonyl]amino]hexanoate